O[C@@H](C)[C@@H]1N(C[C@@H](NC[C@@H](N(C[C@@H](N(C1)CC(=O)O)[C@H](C)O)CC(=O)O)[C@H](C)O)[C@H](C)O)CC(=O)O 2,2',2''-((2R,5R,8R,11R)-2,5,8,11-tetrakis((S)-1-hydroxyethyl)-1,4,7,10-tetraazacyclododecane-1,4,7-triyl)triacetic acid